ClC1=CC(=C(C=C1)C1=CC=C(C=C1)C1CN(C1)C(=O)N1C[C@@H](CC1)C(=O)NC)S(=O)(=O)C (3R)-1-[3-[4-(4-Chloro-2-methylsulfonyl-phenyl)phenyl]azetidine-1-carbonyl]-N-methyl-pyrrolidine-3-carboxamide